3-(methoxymethylene)cyclobutane-1-carboxamide (cis)-tert-Butyl-4-((3-((allyloxy)carbonyl)-3-methylcyclobutyl)methyl)-3,3-difluorohexahydropyrrolo[3,2-b]pyrrole-1(2H)-carboxylate C(C)(C)(C)OC(=O)N1[C@@H]2[C@H](C(C1)(F)F)N(CC2)CC2CC(C2)(C)C(=O)OCC=C.COC=C2CC(C2)C(=O)N